N-(10-(1-(Benzyloxy)ethyl)-7-(dimethylamino)-9,9-dimethylanthracen-2(9H)-ylidene)-N-methylmethanaminium iodide [I-].C(C1=CC=CC=C1)OC(C)C1=C2C=CC(C=C2C(C2=CC(=CC=C12)N(C)C)(C)C)=[N+](C)C